(1R,2R)-N-(5-Methyl-4-oxo-4,5,6,7-tetrahydropyrazolo[1,5-a]pyrazin-3-yl)-2-[4-(1H-pyrazol-3-yl)benzoyl]cyclohexanecarboxamide CN1C(C=2N(CC1)N=CC2NC(=O)[C@H]2[C@@H](CCCC2)C(C2=CC=C(C=C2)C2=NNC=C2)=O)=O